4-fluoro-N-(4-hydroxyphenethyl)benzamide FC1=CC=C(C(=O)NCCC2=CC=C(C=C2)O)C=C1